NC1=C(C=C(C=N1)C=1C=C2N(N1)CC[C@]21CN(CC1)C(=O)NCC)OCC1=C(C=CC=C1)Cl |r| (rac)-2'-{6-amino-5-[(2-chlorophenyl)methoxy]pyridin-3-yl}-N-ethyl-5',6'-dihydrospiro[pyrrolidine-3,4'-pyrrolo[1,2-b]pyrazole]-1-carboxamide